FC(C=1C=C(C=CC1)C=1C=C2C(=NC1)N(C(N2)=O)C(C2=CC=CC=C2)(C2=CC=CC=C2)C2=CC=CC=C2)(F)F 6-(3-(trifluoromethyl)phenyl)-3-trityl-1,3-dihydro-2H-imidazo[4,5-b]pyridin-2-one